ClC1=NC(=CC(=C1)C(F)(F)F)C 2-chloro-6-methyl-4-(Trifluoromethyl)pyridine